C(C1=CC=CC=C1)OC=1C(C(=CN2N3[C@@H](C\C=C/CN(C(C21)=O)C3)C)C(=O)NCC3=C(C=C(C=C3)F)F)=O (2R,Z)-9-(benzyloxy)-N-(2,4-difluorobenzyl)-2-methyl-8,10-dioxo-3,6,8,10-tetrahydro-2H-1,7-methanopyrido[1,2-b][1,2,5]triazecine-11-carboxamide